N-(9-((3aR,4R,6R,6aR)-6-(((3-(5-Fluoro-6-((hydroxyimino)methyl)pyridin-2-yl)prop-2-yn-1-yl)oxy)methyl)-2,2-dimethyltetrahydrofuro[3,4-d][1,3]dioxol-4-yl)-9H-purin-6-yl)benzamid FC=1C=CC(=NC1C=NO)C#CCOC[C@H]1O[C@H]([C@H]2[C@@H]1OC(O2)(C)C)N2C1=NC=NC(=C1N=C2)NC(C2=CC=CC=C2)=O